ClC1=CC=2N(C(=C1NC(=O)C1=CC(=NN1C1=NC=CC=C1Cl)OC)C(=O)NCC)N=CC2 5-chloro-6-(1-(3-chloropyridin-2-yl)-3-methoxy-1H-pyrazole-5-carboxamido)-N-ethylpyrazolo[1,5-a]pyridine-7-carboxamide